1H-pyrazolo[3,4-d]Pyrimidine-6-amine N1N=CC=2C1=NC(=NC2)N